CN1C=C(C=2C1=CN=CC2)C 1,3-dimethyl-1H-pyrrolo[2,3-c]pyridine